N,N-dimethyldocosan-13,16-dien-5-amine CN(C(CCCC)CCCCCCCC=CCC=CCCCCC)C